4-(hydroxymethyl)-5-methyl-1,3-dioxolan-2-one OCC1OC(OC1C)=O